2,9-dibromo-1,10-phenanthroline, ruthenium salt [Ru].BrC1=NC2=C3N=C(C=CC3=CC=C2C=C1)Br